FC=1C=CC(=NC1)N1[C@H](CN(CC1)C=1N=CC(=NC1)NC(C1=CN=C(C=C1)N1CC(C1)O)=O)C (S)-N-(5-(4-(5-fluoropyridin-2-yl)-3-methylpiperazin-1-yl)pyrazin-2-yl)-6-(3-hydroxyazetidin-1-yl)nicotinamide